3-(benzyloxy)-1'-(trifluoromethyl)spiro[cyclohexane-1,4'-isochroman]-1'-ol C(C1=CC=CC=C1)OC1CC2(COC(C3=CC=CC=C23)(O)C(F)(F)F)CCC1